C1(CCCCC1)[C@@H](C(=O)NC=1C=C2CC(CC2=CC1)(C(=O)NC)N1C(N[C@@H](C1)C(C)C)=O)NC(CCC1=CC=CC=C1)=O 5-((S)-2-cyclohexyl-2-(3-phenylpropanamido)acetamido)-2-((R)-4-isopropyl-2-oxoimidazolidin-1-yl)-N-methyl-2,3-dihydro-1H-indene-2-carboxamide